C1(CC1)C1=NC(=CC=C1O[C@@H]1C[C@H](CCC1)C(=O)O)C=1N=NN(C1CNC(=O)O[C@H](C)C1=CC=CC=C1)C (1S,3S)-3-((2-cyclopropyl-6-(1-methyl-5-(((((R)-1-phenylethoxy)carbonyl)amino)methyl)-1H-1,2,3-triazol-4-yl)pyridin-3-yl)oxy)cyclohexanecarboxylic acid